N-(5-((6-((R)-3-(2,5-difluorophenyl)isoxazolidine-2-yl)pyrimidine-4-yl)amino)-2-(4-((S)-3,4-dimethylpiperazine-1-yl)piperidine-1-yl)-4-methoxyphenyl)acrylamide FC1=C(C=C(C=C1)F)[C@@H]1N(OCC1)C1=CC(=NC=N1)NC=1C(=CC(=C(C1)NC(C=C)=O)N1CCC(CC1)N1C[C@@H](N(CC1)C)C)OC